NC1C[C@H]2CC[C@@H](C1)N2CCC#N 3-[(1R,5S)-3-amino-8-azabicyclo[3.2.1]octan-8-yl]propanenitrile